C(C)(C)(C)C1=CC=C(C=C1)C1(CC2C(CN(C2)C(C(=O)C2=CC=C(C=C2)O)C)C1)O [5-(4-tert-butylphenyl)-5-hydroxy-octahydrocyclopenta[c]pyrrol-2-yl]-1-(4-hydroxyphenyl)propan-1-one